OC1(CC(C=O)=CC(=C1)OC)OC 3-hydroxy-3,5-dimethoxybenzaldehyde